(2-(benzo[c][1,2,5]oxadiazol-5-ylmethoxy)-4-((2-bromo-3'-fluoro-[1,1'-biphenyl]-3-yl)methoxy)-5-chlorobenzyl)-D-serine N=1ON=C2C1C=CC(=C2)COC2=C(CN[C@H](CO)C(=O)O)C=C(C(=C2)OCC=2C(=C(C=CC2)C2=CC(=CC=C2)F)Br)Cl